2-[4-[4-(2,6-Dioxo-3-piperidyl)phenyl]-1-piperidyl]acetic acid hydrochloride Cl.O=C1NC(CCC1C1=CC=C(C=C1)C1CCN(CC1)CC(=O)O)=O